methyl-2,4-dihydroxy-5-(4-methoxybenzyl)-5H-pyrimidin CC1(C(N=C(N=C1)O)O)CC1=CC=C(C=C1)OC